2-fluoro-4-((4-isoselenocyanatophenyl)ethynyl)-1-propoxybenzene FC1=C(C=CC(=C1)C#CC1=CC=C(C=C1)N=C=[Se])OCCC